4-(3-(benzylamino)-6-chloro-4-ethoxy-1H-pyrazolo[4,3-c]pyridin-1-yl)butanoic acid C(C1=CC=CC=C1)NC1=NN(C2=C1C(=NC(=C2)Cl)OCC)CCCC(=O)O